CN(CCCCC=1N=NN(C1)CCN(CCCCCC(=O)OC(CCCCCC)CCCCCCCC)CCCCCC(=O)OC(CCCCCC)CCCCCCCC)C di(pentadecan-7-yl) 6,6'-((2-(4-(4-(dimethylamino)butyl)-1H-1,2,3-triazol-1-yl)ethyl)azanediyl)dihexanoate